ClC1=C(C=C(C=C1)NC([C@H](CCNC1CC1)NC(OC(C)(C)C)=O)=O)C tert-butyl (S)-(1-((4-chloro-3-methylphenyl)amino)-4-(cyclopropylamino)-1-oxobutan-2-yl)carbamate